ClC=1C=CC2=C(N=C(O2)C2=CN=C(C=C2C(=O)O)N2C3=C(OCCC2)C=CC(=C3)F)C1 5-(5-chlorobenzo[d]oxazol-2-yl)-2-(7-fluoro-3,4-dihydro-benzo[b][1,4]oxazepine-5(2H)-yl)isonicotinic acid